C(C)(C)(C)C1=CC=C(C=C1)NC(C(C1=CC=C(C=C1)OC)N(C(=O)C1CCSCC1)C)=O N-(2-((4-tert-butylphenyl)amino)-1-(4-methoxyphenyl)-2-oxoethyl)-N-methyltetrahydro-2H-thiopyran-4-carboxamide